ClC1=NN(C=C1C1=NC=CC(=N1)NC=1N=CC2=C(C=CC(=C2C1)C(C)C)N1[C@@H]([C@H](C1)CS(=O)(=O)C)C)COCC[Si](C)(C)C N-(2-(3-chloro-1-((2-(trimethylsilyl)ethoxy)methyl)-1H-pyrazol-4-yl)pyrimidin-4-yl)-5-Isopropyl-8-((2R,3S)-2-methyl-3-((methanesulfonyl)methyl)azetidin-1-yl)isoquinolin-3-amine